2-(6-{5-chloro-2-[(oxan-4-yl)amino]pyrimidin-4-yl}-1-oxo-2,3-dihydro-1H-isoindol-2-yl)-N-cyclohexyl-acetamide ClC=1C(=NC(=NC1)NC1CCOCC1)C1=CC=C2CN(C(C2=C1)=O)CC(=O)NC1CCCCC1